N1N=NC2=C1C=C(C=C2)C(=O)N2CCC(CC2)C(=O)N2N=CCC2C2=CC=CC=C2 (1-(1H-benzo[d][1,2,3]triazole-6-carbonyl)piperidin-4-yl)(5-phenyl-4,5-dihydro-1H-pyrazol-1-yl)methanone